N1N=CC(=C1)[C@@H]1OCC[C@@H](C1)C=1N=C(C=2N(C(C(=C(N2)C)C)=O)C1)C1=C(C=C(C=C1)Cl)F 7-((2R,4S)-2-(1H-pyrazol-4-yl)tetrahydro-2H-pyran-4-yl)-9-(4-chloro-2-fluorophenyl)-2,3-dimethyl-4H-pyrazino[1,2-a]pyrimidin-4-one